C1(=CC=C(C=C1)C(=O)[O-])C(=O)OC(Cl)C(C)(C)C tert-butylchloromethyl benzene-1,4-dicarboxylate